FC(C1=NC(=NO1)C1=CC=C(CNC(=O)C2CC2)C=C1)(F)F N-{4-[5-(trifluoromethyl)-1,2,4-oxadiazol-3-yl]Benzyl}cyclopropanecarboxamide